COC1=C(C(=CC=C1)C)C1=NNC(=C1)N 3-(2-methoxy-6-methylphenyl)-1H-pyrazol-5-amine